O=C1NC(CCC1C1=NN(C2=CC(=CC=C12)N1CCN(CC1)CC1(CCN(CC1)C(=O)OC(C)(C)C)O)C)=O tert-butyl 4-((4-(3-(2,6-dioxopiperidin-3-yl)-1-methyl-1H-indazol-6-yl)piperazin-1-yl)methyl)-4-hydroxypiperidine-1-carboxylate